C(C)(C)(C)C1=CC=C(C=C1)N1C(=C(C2=CC(=CC=C12)OC)C(=O)NC1=CC=C(C(=O)O)C=C1)C 4-(1-(4-(tert-butyl)phenyl)-5-methoxy-2-methyl-1H-indole-3-carboxamido)benzoic acid